CC=1C=C(C=C(C1O)C)CC(C1=CC(=C(C(=C1)C)O)C)(C1=CC(=C(C(=C1)C)O)C)C1=CC(=C(C(=C1)C)O)C tetrakis(3,5-dimethyl-4-hydroxyphenyl)ethane